ClC=1C=C(C=C(C1)F)C1=NOC(=N1)[C@H](C)N (1S)-1-[3-(3-chloro-5-fluoro-phenyl)-1,2,4-oxadiazol-5-yl]ethanamine